C(C)C(CC(COCCOCCOCCOCCO)O)CCCC 2-ethylhexyl-pentaethylene glycol